4-tert-butylcyclohexylcarbonylamino-3,5-bis[trans-4-tert-butylcyclohexylcarbonylamino]benzene C(C)(C)(C)C1CCC(CC1)C(=O)NC1=CC(=CC(=C1)NC(=O)[C@@H]1CC[C@H](CC1)C(C)(C)C)NC(=O)[C@@H]1CC[C@H](CC1)C(C)(C)C